C(C1=CC=CC=C1)OC[C@@H]1N(C2=C(OC1)N=CC(=C2)Br)C(=O)OC(C)(C)C tert-butyl (S)-2-((benzyloxy) methyl)-7-bromo-2,3-dihydro-1H-pyrido[2,3-b][1,4]oxazine-1-carboxylate